Adamantane-1-carboxylic acid (pyridin-4-ylmethyl)-amide N1=CC=C(C=C1)CNC(=O)C12CC3CC(CC(C1)C3)C2